CC1=C(C(=O)NC2(COC2)C2=CC=CC3=CC=CC=C23)C=C(C=C1)OCCNC 2-Methyl-5-(2-(methylamino)ethoxy)-N-(3-(naphthalen-1-yl)oxetan-3-yl)benzamide